(2-(benzyloxy)-4,6-dihydroxy-3-methylphenyl)methanone hydrochloride Cl.C(C1=CC=CC=C1)OC1=C(C(=CC(=C1C)O)O)C=O